O=C1N(CCCCC1)C(=O)OC(C)(C)C tert-butyl 2-oxoazepane-1-carboxylate